C(C1=CC=CC=C1)OC([C@@H](NCCCOCCOCCNC(OCC1C2=CC=CC=C2C=2C=CC=CC12)=O)CCC(=O)OCC1=CC=CC=C1)=O (1-(9H-fluoren-9-yl)-3-oxo-2,7,10-trioxa-4-azatridecan-13-yl)-L-glutamic acid dibenzyl ester